NCC1CCC(CC1)NC(OC(C)(C)C)=O rac-tert-butyl (4-(aminomethyl)cyclohexyl)carbamate